ethyl 6-(1,3-benzothiazol-6-ylamino)-4-(cyclopentylamino)pyridine-3-carboxylate S1C=NC2=C1C=C(C=C2)NC2=CC(=C(C=N2)C(=O)OCC)NC2CCCC2